C1(CC1)NCC1=CC=C(C=C1)C1=NC2=C(N1)C=CC=C2C(=O)N 2-(4-cyclopropylaminomethylphenyl)-1H-benzimidazole-4-carboxamide